2-((3-fluorocyclopentyl)amino)-4-(trifluoromethyl)benzonitrile FC1CC(CC1)NC1=C(C#N)C=CC(=C1)C(F)(F)F